((2-amino-1-(5-((4-(4-(methoxycarbonyl)-6-methylpyridin-2-yl)-1-(methyl-d3)-1H-pyrazol-5-yl) oxy)-2-methylpentyl)-1H-benzo[d]imidazol-6-yl) methyl) piperazine-1-carboxylate N1(CCNCC1)C(=O)OCC=1C=CC2=C(N(C(=N2)N)CC(CCCOC2=C(C=NN2C([2H])([2H])[2H])C2=NC(=CC(=C2)C(=O)OC)C)C)C1